2,2,6,6-tetramethyl-tetrahydro-[1,3]dioxino[5,4-d][1,3]dioxine-4,8-dicarboxamide CC1(OC(C2C(O1)C(OC(O2)(C)C)C(=O)N)C(=O)N)C